5-(4-chloro-1H-1,2,3-triazol-1-yl)-2-{7-[(3S,4S)-3-fluoro-2,2,6,6-tetramethylpiperidin-4-yl]-7H-pyrrolo[2,3-c]pyridazin-3-yl}phenol formate C(=O)OC1=C(C=CC(=C1)N1N=NC(=C1)Cl)C1=CC2=C(N=N1)N(C=C2)[C@@H]2[C@@H](C(NC(C2)(C)C)(C)C)F